C(CCCCC(=O)OCC(COC(CCCCC(=O)OC(CCCCCCCC)CCCCCCCC)=O)OC(CCCN(C)C)=O)(=O)OCC(CCCCCC)CCCC 2-butyloctyl (2-((4-(dimethylamino) butyryl) oxy)-3-((6-(heptadecan-9-yloxy)-6-oxohexanoyl) oxy) propyl) adipate